N1C=CC2=C1C(NCCC2=O)=O 1H,4H,5H,6H,7H,8H-pyrrolo[2,3-c]azepine-4,8-dione